3-Methoxy-6-methyldibenzo[c,f][1,2]thiazepin COC1=CC2=C(CC3=C(N(S2)C)C=CC=C3)C=C1